C1(CCCCC1)C1=C(C=CC(=C1)N)NCCCN1CCCC1 2-cyclohexyl-N1-(3-(pyrrolidin-1-yl)propyl)benzene-1,4-diamine